Tert-butyl (5-(((1S,2S)-1-amino-1-((2R,3R,4S,5R,6R)-3,4,5-trihydroxy-6-(methylthio)tetrahydro-2H-pyran-2-yl)propan-2-yl)thio)-1,3,4-thiadiazol-2-yl)carbamate N[C@H]([C@H](C)SC1=NN=C(S1)NC(OC(C)(C)C)=O)[C@H]1O[C@@H]([C@@H]([C@H]([C@H]1O)O)O)SC